C1(CCC1)OC1=CC=C2C(=C(C(N(C2=C1)C)=O)C#N)N1CCC(CC1)(C=1OC2=C(N1)C=C(C=C2)C)C 7-(cyclobutoxy)-1-methyl-4-[4-methyl-4-(5-methyl-1,3-benzooxazol-2-yl)piperidin-1-yl]-2-oxo-1,2-dihydroquinoline-3-carbonitrile